C(C)(C)C1=C(NC2=CN=C(C(=C21)C)N2CCC(CC2)NC2CCOCC2)C=2C=C(C=1N(C2)N=CN1)C 1-(3-isopropyl-4-methyl-2-(8-methyl-[1,2,4]triazolo[1,5-a]pyridin-6-yl)-1H-pyrrolo[2,3-c]pyridin-5-yl)-N-(tetrahydro-2H-pyran-4-yl)piperidin-4-amine